NCC(C(=O)[O-])C β-aminoisobutyrate